7-Methoxy-4-morpholin-4-yl-1H-benzoimidazol-2-ylamine COC1=CC=C(C2=C1NC(=N2)N)N2CCOCC2